bis{2,4-ditert-butyl 6-methyl-phenyl} methyl phosphite P(OC1=C(C=C(C=C1C)C(C)(C)C)C(C)(C)C)(OC1=C(C=C(C=C1C)C(C)(C)C)C(C)(C)C)OC